(S)-1-(6-(fluoro-1H-pyrazol-1-yl)pyridin-3-yl)ethanamine hydrochloride Cl.FC1=NN(C=C1)C1=CC=C(C=N1)[C@H](C)N